O=C1NC(CCC1C=1C=C(C=NC1)N1CCC(CC1)C=O)=O 1-(5-(2,6-dioxopiperidin-3-yl)pyridin-3-yl)piperidine-4-carbaldehyde